6-cyclopropyl-1-(4-(difluoromethoxy)phenyl)-1,4-dihydrothieno[2,3-b]pyrazine-2,3-dione C1(CC1)C1=CC2=C(NC(C(N2C2=CC=C(C=C2)OC(F)F)=O)=O)S1